OC1=CC=C(C(/C=C/C2=CC(=C(C=C2OC)O)Cl)=O)C=C1OC (E)-4'-hydroxy-5'-methoxy-4-hydroxy-6-methoxy-3-chlorochalcone